BrC1=C(C=C(C(=C1)CC=1SC(=CC1)CC)Cl)CO (2-bromo-5-chloro-4-((5-ethylthiophen-2-yl)methyl)phenyl)methanol